(S)-3,3-difluorotetrahydro-2H-pyran FC1(COCCC1)F